OC1=C(C=C(C=C1)CC(=O)NC1=CC=C(C=C1)SCCC1=CC=C(C=C1)OC)S(=O)(=O)C 2-(4-hydroxy-3-(methylsulfonyl)phenyl)-N-(4-(4-methoxyphenylethylthio)phenyl)acetamide